o-Sulfophthalimide S(=O)(=O)(O)C12C(C(=O)NC1=O)C=CC=C2